(2S,3R,5S)-5-(6-amino-2-fluoro-9H-purin-9-yl)-2-ethynyl-2-(hydroxymethyl)tetrahydrofuran-3-ol NC1=C2N=CN(C2=NC(=N1)F)[C@@H]1C[C@H]([C@@](O1)(CO)C#C)O